((3-((1-(benzyloxycarbonyl)pyrrolidin-3-yl)oxy)-3-oxopropyl)amino)-7-bromo-benzo[e][1,2,4]triazine-1,4-dioxide C(C1=CC=CC=C1)OC(=O)N1CC(CC1)OC(CCNC=1N=[N+](C2=C([N+]1[O-])C=CC(=C2)Br)[O-])=O